(2S)-2-amino-N-(1-(6-((2-amino-2-oxo-1-phenylethyl)thio)-3,5-dicyano-4-ethylpyridin-2-yl)piperidin-4-yl)propionamide N[C@H](C(=O)NC1CCN(CC1)C1=NC(=C(C(=C1C#N)CC)C#N)SC(C(=O)N)C1=CC=CC=C1)C